(S)-4-amino-8-(methyl(6-(trifluoromethyl)-2,3-dihydrobenzofuran-3-yl)carbamoyl)imidazo[1,5-a]quinoxaline-3-carboxylate NC=1C=2N(C3=CC(=CC=C3N1)C(N([C@@H]1COC3=C1C=CC(=C3)C(F)(F)F)C)=O)C=NC2C(=O)[O-]